tert-butyldiphenyl((2R)-2-((tetrahydro-2H-pyran-2-yl)oxy)propoxy)silane C(C)(C)(C)[Si](OC[C@@H](C)OC1OCCCC1)(C1=CC=CC=C1)C1=CC=CC=C1